CC1=NC=NC(=C1C=1C=CC(=NC1)C[N+]1=NOC(=C1)[N-]C(NC1=CC(=CC(=C1)C(F)(F)F)NC(CC1=CC=CC=C1)=O)=O)C (3-((5-(4,6-Dimethylpyrimidin-5-yl)pyridin-2-yl)methyl)-1,2,3-oxadiazol-3-ium-5-yl)((3-(2-phenylacetamido)-5-(trifluoromethyl)phenyl)-carbamoyl)amide